C1C2C1CC=1C=C3CCCC3=C(C21)NC(=O)N=S(=O)(N)C=2C=NN1C2OC[C@H](C1)OC (6S)-N'-((1a,3,4,5,7,7a-hexahydro-1H-cyclopropa[a]-s-indacen-2-yl)carbamoyl)-6-methoxy-6,7-dihydro-5H-pyrazolo[5,1-b][1,3]oxazine-3-sulfonimidamide